Cl.N[C@@H]1CN(CC[C@H]1F)C1=NC2=C(N1[C@@H](C)C1=CC=C(C#N)C=C1)C=CC=C2 4-((S)-1-(2-((3R,4R)-3-Amino-4-fluoropiperidin-1-yl)-1H-benzo[d]imidazol-1-yl)ethyl)benzonitril-hydrochlorid